ClC=1C=CC(=C(C1)C=1C(=NN(C(C1)=O)[C@H](C(=O)NC1=CC=C(C(=O)O)C=C1)CC1=CC=CC=C1)OC)C(CF)=O (S)-4-(2-(4-(5-chloro-2-(2-fluoroacetyl)phenyl)-3-methoxy-6-oxopyridazin-1(6H)-yl)-3-phenylpropionamido)benzoic acid